C(CCCCCCC\C=C/C\C=C/CCCCC)(=O)OCC(COC(CCC(OCCCCCCCC)OCCCCCCCC)=O)COC(=O)OCCCN(CC)CC (9Z,12Z)-3-((4,4-bis(octyloxy) butanoyl)oxy)-2-((((3-(diethylamino) propoxy) carbonyl)oxy) methyl)propyl octadeca-9,12-dienoate